neo-pentyl alcohol C(C(C)(C)C)O